2,5-dimethyl-2,5-bis(tertiary butyl-peroxy)hexane CC(C)(CCC(C)(OOC(C)(C)C)C)OOC(C)(C)C